ClC1=C(C=CC=C1OC)B(O)O (2-chloro-3-methoxyphenyl)boronic acid